CC(C(=O)O)(CC(C(=O)O)C1=CC=CC=C1)C1=CC=CC=C1 2-methyl-2,4-diphenylpentanedioic acid